FC=1C=CC=2N(C3=CC=C(C=C3C2C1)F)CC(CN1C(C(CC1)C)=O)O 1-(3-(3,6-difluoro-9H-carbazol-9-yl)-2-hydroxypropyl)-3-methylpyrrolidin-2-one